3,5-di-t-amyl-2-hydroxyBenzotriazole C(C)(C)(CC)N1N(NC2=C1C=C(C=C2)C(C)(C)CC)O